Br/C=1/C(=O)OC(\C1)=O 2-Bromo-maleic anhydride